1-Heptyl-1-ethylpyrrolidinium chlorid [Cl-].C(CCCCCC)[N+]1(CCCC1)CC